tert-butyl (S)-4-(4-(2-(dimethylcarbamoyl)-7-fluoro-6-(1-isobutyryl-1,2,5,6-tetrahydropyridin-3-yl)-1H-indol-4-yl)-3-fluorophenyl)-3,3-difluoropiperidine-1-carboxylate CN(C(=O)C=1NC2=C(C(=CC(=C2C1)C1=C(C=C(C=C1)[C@H]1C(CN(CC1)C(=O)OC(C)(C)C)(F)F)F)C=1CN(CCC1)C(C(C)C)=O)F)C